C(CO)(=O)N1[C@H]([C@H](CCC1)NS(=O)(=O)C)CO[C@@H]1CC[C@@H](CC1)C1=CC=CC=C1 N-((2R,3S)-1-glycoloyl-2-(((cis-4-phenylcyclohexyl)oxy)methyl)-piperidin-3-yl)methanesulfonamide